Methyl (1R)-4'-chloro-3'-(methyl-d3)-3-oxospiro[cyclohexane-1,1'-indene]-4-carboxylate ClC1=C2C(=C[C@]3(C2=CC=C1)CC(C(CC3)C(=O)OC)=O)C([2H])([2H])[2H]